COC=1C=C(CNC2=C3N=CN(C3=NC=N2)C2[C@H](O)[C@@H](O)[C@H](O)[C@H](O2)CO)C=C(C1OC)OC 6-(3,4,5-trimethoxybenzylamino)-9-glucopyranosylpurine